5-bromo-8-methyl-[1,7]naphthyridine BrC1=C2C=CC=NC2=C(N=C1)C